tert-butyl (R)-4-(1-((benzyloxy)carbonyl)azetidin-3-yl)-6-fluoro-1,4-diazepane-1-carboxylate C(C1=CC=CC=C1)OC(=O)N1CC(C1)N1CCN(C[C@@H](C1)F)C(=O)OC(C)(C)C